COC(=O)[C@@H]1C[C@H](C2CC(CC(N12)=O)O)OC.ClC1=CC(=NC2=CC=CC(=C12)Cl)C=1C(=NC=C(C1C)C(F)(F)F)OC1=C(C(=C(C=C1)F)F)C 4,5-dichloro-2-[2-(3,4-difluoro-2-methyl-phenoxy)-4-methyl-5-(trifluoromethyl)-3-pyridinyl]quinoline methyl-(1r,3s)-7-hydroxy-1-methoxy-5-oxooctahydroindolizine-3-carboxylate